C(C1=CC=CC=C1)NC([C@@H]([C@H](\C=C\C1=CC=C(C=C1)Br)C)C1=CC=C(C=C1)C)=O (2S,3S,E)-N-benzyl-5-(4-bromophenyl)-3-methyl-2-(p-tolyl)pent-4-enamide